1-[(2'R,6'S,7S)-2-chloro-2'-cyclopropyl-6'-(1-methyltriazol-4-yl)spiro[4,5-dihydrothieno[2,3-c]pyran-7,4'-piperidine]-1'-yl]-2,2,2-trifluoro-ethanone ClC1=CC2=C(S1)[C@@]1(C[C@@H](N([C@@H](C1)C=1N=NN(C1)C)C(C(F)(F)F)=O)C1CC1)OCC2